Cl.FC1=C(CON)C(=C(C(=C1F)F)F)F O-(2,3,4,5,6-pentafluorobenzyl)hydroxyamine hydrochloride